C(C)(C)(C)C1=CC=C(C(=O)NC2=CC(C(C2)=C=O)F)C=C1 N-4-tert-butylbenzoyl-3-fluoro-4-carbonyl-cyclopentenamine